(4-{[2-(cyclopropanecarboxamido)pyridin-4-yl]oxy}-3-fluorophenyl)-1-(2,6-dimethylphenyl)-1H-imidazole-4-carboxamide C1(CC1)C(=O)NC1=NC=CC(=C1)OC1=C(C=C(C=C1)C=1N(C=C(N1)C(=O)N)C1=C(C=CC=C1C)C)F